4-(5-((2-chlorophenyl)amino)-6-methoxy-1H-indazol-1-yl)-N-methylthiophene-2-carboxamide ClC1=C(C=CC=C1)NC=1C=C2C=NN(C2=CC1OC)C=1C=C(SC1)C(=O)NC